[2H]C(N1C(OCCC1)=O)(C=1C(=NC=C(C1)C1=CC(=C(C=C1)F)C)C)[2H] 3-[Dideuterio-[5-(4-fluoro-3-methyl-phenyl)-2-methyl-3-pyridyl]methyl]-1,3-oxazinan-2-one